CC1(C2CN(C(C12)C(=O)N)C([C@H]([C@@H](C)OC1(CCC1)C)NC(C(F)(F)F)=O)=O)C 6,6-dimethyl-3-((2S,3R)-3-(1-methylcyclobutoxy)-2-(2,2,2-trifluoroacetamido)butanoyl)-3-azabicyclo[3.1.0]hexane-2-carboxamide